ClC=1C=CC=C2C(C=C(OC12)C=1C=CC(=NC1)OCCOC1CC(C1)C(=O)O)=O 3-[2-[[5-(8-chloro-4-oxo-chromen-2-yl)-2-pyridyl]oxy]ethoxy]cyclobutanecarboxylic acid